(2-thienyl)-DL-alanine S1C(=CC=C1)N[C@@H](C)C(=O)O |r|